O1CCN(CC1)CC1=CC=C(C=C1)C#CC=1C=C2N(C(NC2)=O)C1 6-((4-(morpholinomethyl)phenyl)ethynyl)-1,2-dihydro-3H-pyrrolo[1,2-c]imidazol-3-one